2,6-dimethylphenylphosphine oxide CC1=C(C(=CC=C1)C)[PH2]=O